7-methoxy-1,1-dimethyl-6-vinyl-3,4-dihydronaphthalen-2(1H)-one COC1=C(C=C2CCC(C(C2=C1)(C)C)=O)C=C